Stigmast-5-en-3β-ol CC[C@H](CC[C@@H](C)[C@H]1CC[C@H]2[C@@H]3CC=C4C[C@H](CC[C@]4(C)[C@H]3CC[C@]12C)O)C(C)C